ClC1=C(C=C(C=C1)F)C=1C=C2C(=NN(C2=CC1)C(C1=CC=CC=C1)(C1=CC=CC=C1)C1=CC=CC=C1)NC(=O)[C@H]1CN(CCC1)C(=O)OC(C)(C)C tert-Butyl (3R)-3-{[5-(2-chloro-5-fluorophenyl)-1-trityl-1H-indazol-3-yl]carbamoyl}piperidine-1-carboxylate